5-[(3,5-dimethyl-1,2-oxazol-4-yl)methyl]-7-hexyl-5H,6H,7H,8H,9H,10H-cyclohepta[b]indole-4-carboxylic acid CC1=NOC(=C1CN1C2=C(C3=CC=CC(=C13)C(=O)O)CCCC(C2)CCCCCC)C